1-(4-fluoro-3-methylphenyl)-2-isopropyl-6-(1,2,3,4-tetrahydroisoquinolin-7-ylamino)-1H-pyrazolo[3,4-d]pyrimidin-3(2H)-one FC1=C(C=C(C=C1)N1N(C(C=2C1=NC(=NC2)NC2=CC=C1CCNCC1=C2)=O)C(C)C)C